hydroxy monopropionate C(CC)(=O)OO